CN(C1=CC=C(C=C1)C(=O)C1=CC=CC=C1)C (4-(dimethylamino)phenyl)phenylketone